N-(2-propynyl)-bromoacetamide C(C#C)NC(CBr)=O